C1(CC1)S(=O)(=O)NC1=CC(=NC=C1)[C@]1(COCC1)NC(=O)C=1SC(=CN1)C1=NC(=CN=C1)OCC (R)-N-(3-(4-(cyclopropanesulfonamido)pyridin-2-yl)tetrahydrofuran-3-yl)-5-(6-ethoxypyrazin-2-yl)thiazole-2-carboxamide